2-(5-amino-2-(furan-2-yl)-8H-pyrazolo[4,3-e][1,2,4]triazolo[1,5-c]pyrimidin-8-yl)-1-(4-(4-(2-aminoethoxy)phenyl)piperazin-1-yl)propan-1-one NC1=NC=2C(C=3N1N=C(N3)C=3OC=CC3)=CN(N2)C(C(=O)N2CCN(CC2)C2=CC=C(C=C2)OCCN)C